C(C)[C@]1(NC(N(C(C1)=O)CC1=CC(=CC(=C1)C(N[C@H]1[C@@H](CC2=CC=CC=C12)O)=O)F)=[NH2+])C1=CC=CC=C1 [(4R)-4-ethyl-1-[[3-fluoro-5-[[(1R,2R)-2-hydroxyindan-1-yl]carbamoyl]phenyl]methyl]-6-oxo-4-phenyl-hexahydropyrimidin-2-ylidene]ammonium